(2S)-2-(7-chloro-9-methyl-1,1-dioxido-3,4-dihydro-2H-benzo[b][1,4,5]oxathiazepin-2-yl)-3-(6-fluoro-2,3-dimethylphenyl)butanoic acid ClC=1C=C(C2=C(OCCN(S2(=O)=O)[C@H](C(=O)O)C(C)C2=C(C(=CC=C2F)C)C)C1)C